CC1(OC2=C(C1)C=C(C(=C2)OCC2N(CCC2)C(=O)OC(C)(C)C)[N+](=O)[O-])C tert-Butyl 2-(((2,2-dimethyl-5-nitro-2,3-dihydrobenzofuran-6-yl)oxy)methyl)pyrrolidine-1-carboxylate